NC1=CC=C(NC2=NC=CN=C2)C=C1 (4-aminoanilino)pyrazin